[1-[3-(4-tetrahydropyran-2-yl-1,2,4-triazol-3-yl)phenyl]pyrazolo[3,4-b]pyridin-5-yl]methanone O1C(CCCC1)N1C(=NN=C1)C=1C=C(C=CC1)N1N=CC=2C1=NC=C(C2)C=O